NC=1C(=CC2=C(OCO2)C1)C(C)=O 1-(6-aminobenzo[d][1,3]dioxol-5-yl)ethan-1-one